Cl.N[C@@H](CCC(N)=O)CC(=O)O L-β-Homoglutamine hydrochloride